C1(=CC=CC=C1)C=1SC[C@H](N1)C=O (R)-2-phenyl-4,5-dihydrothiazole-4-carbaldehyde